O=C1NC(CCC1N1C(C2=CC=C(C=C2C1=O)OCC(NCCOCCOCCOCCOCC)=O)=O)=O 1-((2-(2,6-dioxopiperidin-3-yl)-1,3-dioxoisoindolin-5-yl)oxy)-2-oxo-6,9,12,15-tetraoxa-3-azaheptadecane